ClC1=C(C=C(C=C1)C(=O)N1CCC(CC1)COC1CC(NC(C1)([2H])[2H])([2H])[2H])N1C(NC(CC1)=O)=O 1-(2-Chloro-5-(4-(((piperidin-4-yl-2,2,6,6-d4)oxy)methyl)piperidine-1-carbonyl)phenyl)dihydropyrimidine-2,4(1H,3H)-dione